C1=CC(=CC=C1C2=CNN=C2)C3=CNN=C3 1,4-di(4'-pyrazolyl)benzene